[C@H](C)(CC)[C@@H]1N(CC2=C(NC1=O)C=C(C=C2)F)C(=O)NC2CCN(CC2)CCO (S)-3-((S)-sec-butyl)-8-fluoro-N-(1-(2-hydroxyethyl)piperidin-4-yl)-2-oxo-1,2,3,5-tetrahydro-4H-benzo[e][1,4]diazepine-4-carboxamide